OC(CC(=O)SCCNC(CCNC([C@@H](C(COP(OP(OC[C@@H]1[C@H]([C@H]([C@@H](O1)N1C=NC=2C(N)=NC=NC12)O)OP(=O)(O)O)(=O)O)(=O)O)(C)C)O)=O)=O)CCCCCCCCCCC 3-hydroxytetradecanoyl-coenzyme A